2-(3-(4-(4-(2-(3-(3-amino-6-(2-hydroxyphenyl)pyridazin-4-yl)-3,8-diazabicyclo[3.2.1]octan-8-yl)pyrimidin-5-yl)piperidin-1-yl)cyclohexyl)isoxazol-5-yl)-3-methylbutanoic acid NC=1N=NC(=CC1N1CC2CCC(C1)N2C2=NC=C(C=N2)C2CCN(CC2)C2CCC(CC2)C2=NOC(=C2)C(C(=O)O)C(C)C)C2=C(C=CC=C2)O